FC=1C=C(C=C(C1)C=1C=NN(C1)C)[C@@H](C)NC(=O)C=1C=C(C=CC1C)N1C[C@H]2CC[C@@H](C1)N2C(=O)OC(C)(C)C tert-butyl (1R,5S)-3-[3-[[(1R)-1-[3-fluoro-5-(1-methylpyrazol-4-yl)phenyl]ethyl]carbamoyl]-4-methyl-phenyl]-3,8-diazabicyclo[3.2.1]octane-8-carboxylate